3-methyl-5-trifluoromethyl-phenol CC=1C=C(C=C(C1)C(F)(F)F)O